ClC=1C(NN=CC1N[C@@H](COC)COCCC(N1CCN(CC1)C1=NC=C(C=N1)C(F)(F)F)=O)=O (S)-4-Chloro-5-((1-methoxy-3-(3-oxo-3-(4-(5-(trifluoromethyl)pyrimidin-2-yl)piperazin-1-yl)propoxy)propan-2-yl)amino)pyridazin-3(2H)-one